(3aR,8S,9aS,9bR)-8-iodo-3a,6,6,9a-tetramethyldecahydronaphtho[2,1-b]furan-2(1H)-one I[C@H]1CC(C2CC[C@]3(OC(C[C@@H]3[C@]2(C1)C)=O)C)(C)C